N1(CCOCC1)C1=CC=CC(=N1)C=1NC(=NN1)C1=C(C=C(C=C1)NS(=O)(=O)C)N1CCC2(CC2)CC1 N-(4-(5-(6-morpholinylpyridin-2-yl)-4H-1,2,4-triazol-3-yl)-3-(6-azaspiro[2.5]oct-6-yl)phenyl)methanesulfonamide